[O-]S(=O)(=O)C(F)(F)F.C(=O)(O)CN1C=C(C2=CC=CC=C12)CCN(S(=O)(=O)C1=CC=C(C=C1)[N+](C)(C)C)C 4-(N-(2-(1-(carboxymethyl)-1H-indol-3-yl)ethyl)-N-methylsulfamoyl)-N,N,N-trimethylbenzenaminium triflate salt